The molecule is dianion of beta-L-arabinose 1-phosphate arising from deprotonation of both OH groups of the phosphate. It is a conjugate base of a beta-L-arabinose 1-phosphate. C1[C@@H]([C@@H]([C@H]([C@H](O1)OP(=O)([O-])[O-])O)O)O